tert-Butyl-2-(3-((2-(4-methoxyphenyl)quinolin-4-yl)amino)propyl)hexahydro-1H-pyrrolo[3,4-c]pyridine-5(6H)-carboxylate C(C)(C)(C)OC(=O)N1CC2C(CC1)CN(C2)CCCNC2=CC(=NC1=CC=CC=C21)C2=CC=C(C=C2)OC